3-[4-[3-[4-[(3R,5R)-5-[(5-bromo-1-methyl-6-oxo-pyridazin-4-yl)amino]-1-methyl-3-piperidyl]benzoyl]-3,9-diazaspiro[5.5]undecan-9-yl]-3-fluoro-phenyl]piperidine-2,6-dione BrC1=C(C=NN(C1=O)C)N[C@@H]1C[C@@H](CN(C1)C)C1=CC=C(C(=O)N2CCC3(CC2)CCN(CC3)C3=C(C=C(C=C3)C3C(NC(CC3)=O)=O)F)C=C1